C1(CCCCC1)P(CC(F)(F)F)(CC(F)(F)F)=O cyclohexylbis(2,2,2-trifluoroethyl)phosphine oxide